4-(4-((1R,5S)-3,8-diazabicyclo[3.2.1]octan-3-yl)-6-chloro-8-fluoro-2-(((2R,7aS)-2-fluorotetrahydro-1H-pyrrolizin-7a(5H)-yl)methoxy)quinazolin-7-yl)-5,6-difluoronaphthalen-2-ol [C@H]12CN(C[C@H](CC1)N2)C2=NC(=NC1=C(C(=C(C=C21)Cl)C2=CC(=CC1=CC=C(C(=C21)F)F)O)F)OC[C@]21CCCN1C[C@@H](C2)F